C1(=CC=CC=C1)C1=NC(=NC(=N1)C1=CC=CC=C1)N1C=2C=CC(=CC2C2=C1C(N(C1=CC=CC=C21)C2=CC=CC=C2)=O)C=2C=CC=1N(C3=CC=CC=C3C1C2)C2=CC=CC=C2 7-(4,6-Diphenyl-1,3,5-triazin-2-yl)-5-phenyl-10-(9-phenylcarbazol-3-yl)indolo[2,3-c]chinolin-6-on